N1=C(C=CC=C1)C=1C=C(N)C=C(C1)C1=NC=CC=C1 3,5-bis(pyridin-2-yl)aniline